2-(6-(1,4-Dimethyl-1H-1,2,3-triazol-5-yl)-1-methyl-4-(phenyl(tetrahydro-2H-pyran-4-yl)methyl)-1,4-dihydropyrazolo[3',4':4,5]pyrrolo[3,2-b]pyridin-3-yl)propan-2-amine CN1N=NC(=C1C=1C=C2C(=NC1)C1=C(N2C(C2CCOCC2)C2=CC=CC=C2)C(=NN1C)C(C)(C)N)C